FC1=CC=C(C=C1)CNC(=O)C=1C(=NC2=CC(=CC=C2C1C)C(F)(F)F)OC N-[(4-fluorophenyl)-methyl]-2-methoxy-4-methyl-7-(trifluoromethyl)-quinoline-3-carboxylic acid amide